ClC1=CC(=C2C(=N1)N(C=C2C#N)COCC[Si](C)(C)C)NC2CC2 6-chloro-4-(cyclopropylamino)-1-((2-(trimethylsilyl)ethoxy)methyl)-1H-pyrrolo[2,3-b]pyridine-3-carbonitrile